ClC1=CC2=C(C(N(C=C2C2=CC(N(C=C2C2CCCC2)C)=O)C)=O)N1S(=O)(=O)C1=CC=C(C=C1)C 4-[2-chloro-6-methyl-1-(4-methylbenzenesulfonyl)-7-oxopyrrolo[2,3-c]pyridin-4-yl]-5-cyclopentyl-1-methylpyridin-2-one